C(C)(=O)OC=1C=CC2=C(CCCNC2=O)C1 (1-oxo-2,3,4,5-tetrahydro-2-benzazepine-7-yl) acetate